COC=1C=C2[C@]3(C(NC2=CC1)=O)[C@@H](C3)C3=CC=C1C(=NNC1=C3)/C=C/C3=CC=C(CN1CCC(CC1)(C(=O)O)C)C=C3 (4-((E)-2-(6-((1r,2s)-5'-methoxy-2'-oxospiro[cyclopropane-1,3'-indolin]-2-yl)-1H-indazol-3-yl)vinyl)benzyl)-4-methylpiperidine-4-carboxylic acid